ClC=1C=C(C=CC1)NC(=O)NC1=C(C(=CC(=C1)Cl)Cl)CO 1-(3-chlorophenyl)-3-(3,5-dichloro-2-hydroxymethylphenyl)urea